C(C)(C)(C)N(C(O)=O)CC(C[C@H](CN1C(C2=CC=CC=C2C1=O)=O)N(C(O)=O)C(C)(C)C)F.O=C1NCCC12CCN(CC2)C2=CC=C(C(=O)N)C=C2 4-(1-oxo-2,8-diazaspiro[4.5]decan-8-yl)benzamide di-tert-butyl-((4R)-5-(1,3-dioxoisoindolin-2-yl)-2-fluoropentane-1,4-diyl)dicarbamate